C(C)O/C=C/C1=C(C(=NC=C1)C=1C=C2C=NNC2=CC1)C(F)(F)F 5-{4-[(E)-2-ethoxyethenyl]-3-(trifluoromethyl)pyridin-2-yl}-1H-indazole